2-(4-bromophenyl)-9,9-dimethylfluorene BrC1=CC=C(C=C1)C1=CC=2C(C3=CC=CC=C3C2C=C1)(C)C